5-(3-{4-[3-(dimethylamino)prop-1-yn-1-yl]-2-fluorophenoxy}-2,2-dimethylpropyl)-2-(methylamino)-1,3-thiazole-4-carboxylic acid methyl ester COC(=O)C=1N=C(SC1CC(COC1=C(C=C(C=C1)C#CCN(C)C)F)(C)C)NC